BrC1=CC=C(C(=N1)S(=O)(=O)N1CCC(CC1)N1N=CC(=C(C1=O)Cl)NC[C@@]1(COCCC1)F)OC(F)F (S)-2-(1-((6-bromo-3-(difluoromethoxy)pyridin-2-yl)sulfonyl)piperidin-4-yl)-4-chloro-5-(((3-fluorotetrahydro-2H-pyran-3-yl)methyl)amino)pyridazin-3(2H)-one